2-(6-(4-(3H-imidazo[4,5-b]pyridin-7-yl)-1H-pyrazol-1-yl)pyridin-3-yl)-1,1,1-trifluoropropan-2-ol N1=CNC2=NC=CC(=C21)C=2C=NN(C2)C2=CC=C(C=N2)C(C(F)(F)F)(C)O